Henicosanoic acid 7-[4-(4-benzo[b]thiophen-4-ylpiperazin-1-yl)butoxy]-2-oxo-2H-quinolin-1-ylmethyl ester S1C2=C(C=C1)C(=CC=C2)N2CCN(CC2)CCCCOC2=CC=C1C=CC(N(C1=C2)COC(CCCCCCCCCCCCCCCCCCCC)=O)=O